4-[(6,7-dimethoxy)quinolin-4-oxy]aniline tert-butyl-6-[6-(trifluoromethyl)-3-pyridyl]-2-azaspiro[3.3]heptane-2-carboxylate C(C)(C)(C)OC(=O)N1CC2(C1)CC(C2)C=2C=NC(=CC2)C(F)(F)F.COC=2C=C1C(=CC=NC1=CC2OC)OC2=CC=C(N)C=C2